tert-butyl (2R,4R)-2-(((S)-1-((4-(N-((benzyloxy)carbonyl)carbamimidoyl)benzyl)amino)-1-oxopropan-2-yl)carbamoyl)-4-phenylpyrrolidine-1-carboxylate C(C1=CC=CC=C1)OC(=O)NC(=N)C1=CC=C(CNC([C@H](C)NC(=O)[C@@H]2N(C[C@H](C2)C2=CC=CC=C2)C(=O)OC(C)(C)C)=O)C=C1